CN1C=2N(CCC1)C(NN2)=O 8-methyl-5,6,7,8-tetrahydro[1,2,4]triazolo[4,3-a]pyrimidin-3(2H)-one